Butyl 2,2-difluorocyclopropane-1-carboxylate FC1(C(C1)C(=O)OCCCC)F